CC1=C(C(=CC(=C1)C(C)(C)C)C)[N+](=O)[O-] 2,6-dimethyl-p-tert-butyl-nitrobenzene